(6'-bromo-8'-methoxy-4'H-spiro[cyclopropane-1,5'-naphtho[2,1-d]isoxazol]-3'-yl)-2-methoxybenzenesulfonamide BrC1=C2C3(CC=4C(=NOC4C2=CC(=C1)OC)C=1C(=C(C=CC1)S(=O)(=O)N)OC)CC3